N1(CCCC1)CCNC1=NC(=NC(=N1)N)N (2-(pyrrolidin-1-yl)ethyl)-1,3,5-triazine-2,4,6-triamine